diazocaprolactone [N+](=[N-])=C1C(=O)OCCCC1